BrC1=C2N(C=3N=CN=C(C31)N)CC(NC2)C 5-bromo-8-methyl-6,7,8,9-tetrahydropyrazino[1',2':1,5]pyrrolo[2,3-d]pyrimidin-4-amine